N-(6-(3,5-dimethyl-1H-indol-4-yl)imidazo[1,2-a]pyridin-2-yl)-2-fluorocyclopropanecarboxamide CC1=CNC2=CC=C(C(=C12)C=1C=CC=2N(C1)C=C(N2)NC(=O)C2C(C2)F)C